3-hydroxyasparagine OC([C@H](N)C(=O)O)C(N)=O